5-amino-2-(4-amino-6-quinolyl)-N-(1-methyl-4-piperidyl)pyrimidine-4-carboxamide NC=1C(=NC(=NC1)C=1C=C2C(=CC=NC2=CC1)N)C(=O)NC1CCN(CC1)C